1-{(2s,4r)-4-[(4-aminophenyl)amino]-2-methyl-3,4-dihydroquinolin-1(2H)-yl}propan-1-one zinc [Zn].NC1=CC=C(C=C1)N[C@@H]1C[C@@H](N(C2=CC=CC=C12)C(CC)=O)C